4-(3-Fluoro-piperidin-1-yl)-but-2-enoic acid [4-(3-chloro-4-fluoro-phenylamino)-7-methoxy-quinazolin-6-yl]-amide ClC=1C=C(C=CC1F)NC1=NC=NC2=CC(=C(C=C12)NC(C=CCN1CC(CCC1)F)=O)OC